tetrakis[triphenylphosphine] palladium [Pd].C1(=CC=CC=C1)P(C1=CC=CC=C1)C1=CC=CC=C1.C1(=CC=CC=C1)P(C1=CC=CC=C1)C1=CC=CC=C1.C1(=CC=CC=C1)P(C1=CC=CC=C1)C1=CC=CC=C1.C1(=CC=CC=C1)P(C1=CC=CC=C1)C1=CC=CC=C1